N-[(6-Amino-2-pyridyl)sulfonyl]-2-(2,6-dimethylcyclohexoxy)-6-(3-fluoro-5-isobutoxyphenyl)pyridin-3-carboxamid NC1=CC=CC(=N1)S(=O)(=O)NC(=O)C=1C(=NC(=CC1)C1=CC(=CC(=C1)OCC(C)C)F)OC1C(CCCC1C)C